5-(3,6-Dihydro-2H-pyran-4-yl)-N-[4-(6,7-dimethoxyquinolin-4-yl)oxy-3-fluorophenyl]-4-hydroxy-6-methylpyridine-3-carboxamide O1CCC(=CC1)C=1C(=C(C=NC1C)C(=O)NC1=CC(=C(C=C1)OC1=CC=NC2=CC(=C(C=C12)OC)OC)F)O